N1C(CCC2CCCNC12)=O decahydronaphthyridone